C(C1=CC=CC=C1)N1C=C(C=C(C1=O)C(NC)=O)C(=O)OCC ethyl 1-benzyl-5-(methylcarbamoyl)-6-oxo-1,6-dihydropyridine-3-carboxylate